FC1=C(C(=C(C=C1OC)OC)F)C#CC=1C=NC(=NC1)NC(=O)N1CCCC2=CC=C(N=C12)C=O N-(5-((2,6-difluoro-3,5-dimethoxyphenyl)ethynyl)pyrimidin-2-yl)-7-formyl-3,4-dihydro-1,8-naphthyridine-1(2H)-carboxamide